FC1=C(C(=C(C(=C1[B-](C1=C(C(=C(C(=C1F)F)F)F)F)(C1=C(C(=C(C(=C1F)F)F)F)F)C1=C(C(=C(C(=C1F)F)F)F)F)F)F)F)F.C[NH2+]CCCCCCCCCCCCCCCCCC Methyl-octadecyl-ammonium tetrakis(pentafluorophenyl)borate